(R)-6-(4-((3-(4-chlorophenyl)-3-hydroxypropyl)carbamoyl)-1,5-dimethyl-1H-imidazol-2-yl)-N-methyl-1H-indazole-3-carboxamide ClC1=CC=C(C=C1)[C@@H](CCNC(=O)C=1N=C(N(C1C)C)C1=CC=C2C(=NNC2=C1)C(=O)NC)O